NCCN1N=C(C=C1)C=1C(=C2C(=NC(=NN2C1)C=1N(C=CN1)C)NC1=NC=CC(=C1)OC)C 6-(1-(2-aminoethyl)-1H-pyrazol-3-yl)-N-(4-methoxypyridin-2-yl)-5-methyl-2-(1-methyl-1H-imidazol-2-yl)pyrrolo[2,1-f][1,2,4]triazin-4-amine